1-[5-(2-fluorophenyl)-1-(pyridin-3-ylsulfonyl)-1H-pyrrol-3-yl]-N-methylmethanamine fumarate C(\C=C\C(=O)O)(=O)O.FC1=C(C=CC=C1)C1=CC(=CN1S(=O)(=O)C=1C=NC=CC1)CNC